COC(=O)C1=NC=C(N=C1N1CCC2(CC1)OC1=C([C@H]2N[S@](=O)C(C)(C)C)C=CC=C1)NCC1=C(C=C(C=C1)OC)OC 5-((2,4-dimethoxybenzyl)amino)-3-((R)-3-((R)-1,1-dimethylethylsulfinamido)-3H-spiro[benzofuran-2,4'-piperidin]-1'-yl)pyrazine-2-carboxylic acid methyl ester